2-methyl-4-[5-methyl-4-(4,4,5,5-tetramethyl-1,3,2-dioxaborolan-2-yl)pyrazol-1-yl]butan-2-ol CC(C)(CCN1N=CC(=C1C)B1OC(C(O1)(C)C)(C)C)O